1,3-butadiene hydride [H-].C=CC=C